iodo-5,5-dimethylhydantoin IN1C(=O)NC(=O)C1(C)C